Cl.ClCCN 2-chloroethylamine-hydrochloride